((cyclohexyl-(methyl)amino)methyl)-4-nitroaniline C1(CCCCC1)N(C)CNC1=CC=C(C=C1)[N+](=O)[O-]